2-(((1S,6r)-6-(6-(benzyloxy)pyridin-2-yl)-3-azabicyclo[4.1.0]hept-3-yl)methyl)-1-(((S)-oxetan-2-yl)methyl)-1H-benzo[d]imidazole-6-carboxylic acid C(C1=CC=CC=C1)OC1=CC=CC(=N1)[C@@]12CCN(C[C@H]2C1)CC1=NC2=C(N1C[C@H]1OCC1)C=C(C=C2)C(=O)O